C(C1=CC=CC=C1)N1CCC(CC1)=CC#N 2-(1-benzylpiperidin-4-ylidene)acetonitrile